methyl 3-(4-hydroxyphenyl)-2-(2-((S)-1-((S)-1-palmitoylpyrrolidine-2-carbonyl) pyrrolidine-2-carboxamido)Acetamido)Propanoate OC1=CC=C(C=C1)CC(C(=O)OC)NC(CNC(=O)[C@H]1N(CCC1)C(=O)[C@H]1N(CCC1)C(CCCCCCCCCCCCCCC)=O)=O